(S)-tert-butyl (3-((2-(N,N-bis(4-methoxybenzyl)sulfamoyl)-4-iodo-3-(2-(4-methoxybenzyl)-2H-tetrazol-5-yl)phenyl)thio)-2-hydroxypropyl)carbamate COC1=CC=C(CN(S(=O)(=O)C2=C(C=CC(=C2C=2N=NN(N2)CC2=CC=C(C=C2)OC)I)SC[C@H](CNC(OC(C)(C)C)=O)O)CC2=CC=C(C=C2)OC)C=C1